C(C)(C)(C)OC(=O)N1CC(C1)C=1OC(=CN1)C(=O)O 2-(1-(tert-butoxycarbonyl)azetidin-3-yl)oxazole-5-carboxylic acid